benzyl (3S,5R)-4-(3-((5-((3-amino-3-oxopropyl)(methoxycarbonyl)amino)pyridin-2-yl)oxy)propyl)-3,5-dimethylpiperazine-1-carboxylate NC(CCN(C=1C=CC(=NC1)OCCCN1[C@H](CN(C[C@H]1C)C(=O)OCC1=CC=CC=C1)C)C(=O)OC)=O